C1(=CC=C(C=C1)B1OCC(O1)CCCCO)B1OCC(O1)CCCCO 4,4'-(1,4-phenylenebis(1,3,2-dioxaborolane-2,4-diyl))bis(butan-1-ol)